tert-butyl 3,3-difluoro-4-[4-[3-[(4-methoxyphenyl)methyl]-2,4-dioxo-hexahydro pyrimidin-1-yl]-8-isoquinolyl]piperidine-1-carboxylate FC1(CN(CCC1C=1C=CC=C2C(=CN=CC12)N1C(N(C(CC1)=O)CC1=CC=C(C=C1)OC)=O)C(=O)OC(C)(C)C)F